N,N'-methylenebis(lauramide) C(NC(CCCCCCCCCCC)=O)NC(CCCCCCCCCCC)=O